aluminum bis(butylpropionate) phosphonate P([O-])([O-])=O.C(CCC)C(C(=O)[O-])C.C(CCC)C(C(=O)O)C.[Al+3]